(Z)-N-[5-(phenylsulfinyl)pyrimidin-2-yl]-2-cyano-3-hydroxy-3-(5-methylisoxazol-4-yl)prop-2-enamide C1(=CC=CC=C1)S(=O)C=1C=NC(=NC1)NC(\C(=C(\C=1C=NOC1C)/O)\C#N)=O